COC1=CC=C(C=N1)C1COC2=C(O1)C=CC(=C2)CN (2-(6-methoxypyridin-3-yl)-2,3-dihydrobenzo[b][1,4]dioxin-6-yl)methylamine